C(C)C1=CC=CC(=N1)CCCCCCCCC1=NC(=CC=C1)CC 1,8-bis(6-ethyl-2-pyridyl)-octane